Dimethylsilyl-tert-butylamine C[SiH](C)NC(C)(C)C